FC(C=1C=C(C=CC1)/C=C/C(=O)C1=CC=C(OCC(=O)N[C@@H]2[C@@H]([C@@H]3CC[C@H]([C@@H]4CC[C@@]5(OO[C@]43[C@H](O2)O5)C)C)C)C=C1)(F)F 2-[4-[(E)-3-[3-(Trifluoromethyl)phenyl]prop-2-enoyl]phenoxy]-N-[(1S,4S,5R,8S,9R,10S,12R,13R)-1,5,9-trimethyl-11,14,15,16-tetraoxatetracyclo[10.3.1.04,13.08,13]hexadecan-10-yl]acetamide